3-benzyl-6-(pyridin-3-ylmethyl)-2,3,4,6-tetrahydropyrido[3,4-c][1,8]naphthyridine-5(1H)-one C(C1=CC=CC=C1)N1CC=2C(N(C=3N=CC=CC3C2CC1)CC=1C=NC=CC1)=O